FC=1C=NC=C(C1OCC1[C@H]2CN(C[C@@H]12)C(=O)OC(C)(C)C)F tert-butyl (1R,5S,6r)-6-(((3,5-difluoropyridin-4-yl)oxy)methyl)-3-azabicyclo[3.1.0]hexane-3-carboxylate